C1(C(CCCC1)S)S 1,2-Cyclohexandithiol